(2-(Diallylphosphoryl)phenyl)carbamic acid benzyl ester C(C1=CC=CC=C1)OC(NC1=C(C=CC=C1)P(=O)(CC=C)CC=C)=O